OCCOCCN(C1=CC=C(C=O)C=C1)C 4-((2-(2-Hydroxyethoxy)ethyl)methylamino)benzaldehyde